BrC1=CC(=C(C=C1C)C1=NN(C=N1)C1OCCCC1)F 3-(4-bromo-2-fluoro-5-methylphenyl)-1-(tetrahydro-2H-pyran-2-yl)-1H-1,2,4-triazole